tert-butyl-(3-amino-5-methoxycyclohexyl)carbamate C(C)(C)(C)OC(NC1CC(CC(C1)OC)N)=O